COC1=CC=C(C=C1)C1=CC(=CC(=C1)C(F)(F)F)CC(=O)NC1=CC(=C(C=C1)C)N1CC2=C(N=C(N=C2)NCC2=CC=C(C=C2)OC)C2(C1=O)CC2 4'-Methoxy-N-(3-(2'-((4-methoxybenzyl)amino)-7'-oxo-5'H-spiro[cyclopropane-1,8'-pyrido[4,3-d]pyrimidine]-6'(7'H)-yl)-4-methylphenyl)-5-(trifluoromethyl)-[1,1'-biphenyl]-3-carboxyamide